2-(2,6-dioxopiperidin-3-yl)-5-(((trans-3-(3-(6-methylpyridin-2-yl)-1H-pyrazol-1-yl)cyclobutyl)methyl)amino)isoindoline-1,3-dione O=C1NC(CCC1N1C(C2=CC=C(C=C2C1=O)NC[C@@H]1C[C@H](C1)N1N=C(C=C1)C1=NC(=CC=C1)C)=O)=O